(S)-6-((R)-5-acryloyl-6-methyl-4,5,6,7-tetrahydropyrazolo[1,5-a]pyrazin-2-yl)-7-(2,4-difluoro-6-(2-methoxyethoxy)phenyl)thieno[3,2-c]pyridin-4-yl trifluoromethanesulfonate FC(S(=O)(=O)OC1=NC(=C(C2=C1C=CS2)C2=C(C=C(C=C2OCCOC)F)F)C2=NN1C(CN([C@@H](C1)C)C(C=C)=O)=C2)(F)F